(S)-3-(6-methoxypyridin-3-yl)-3-(5-(2-(5,6,7,8-tetrahydro-1,8-naphthyridin-2-yl)ethoxy)-1H-indazol-1-yl)propionic acid COC1=CC=C(C=N1)[C@H](CC(=O)O)N1N=CC2=CC(=CC=C12)OCCC1=NC=2NCCCC2C=C1